CS(=O)(=O)C1(COC1)C1=CC=C(OC[C@H](C)N2CCC3(CC2)C(NC2=CC=C(C=C23)C#N)=O)C=C1 (S)-1'-{1-[4-(3-methanesulfonyloxetan-3-yl)phenoxy]propan-2-yl}-2-oxo-1,2-dihydrospiro[indole-3,4'-piperidine]-5-carbonitrile